C(C1=CC=CC=C1)N1CCC(CC1)CCNC(=O)C1CCN(CC1)C1=NC=C(C=C1)OC(F)(F)F N-[2-(1-benzylpiperidin-4-yl)ethyl]-1-[5-(trifluoromethoxy)pyridin-2-yl]piperidine-4-carboxamide